COC=1C(=CC2=CN(N=C2C1)[C@@H]1CC[C@H](CC1)O)[N+](=O)[O-] trans-4-(6-methoxy-5-nitro-indazol-2-yl)-cyclohexanol